Tert-butyl (3S)-5-hydroxy-3-pyrazin-2-yl-isoxazolidine-2-carboxylate OC1C[C@H](N(O1)C(=O)OC(C)(C)C)C1=NC=CN=C1